COC(=O)C=1N(C(C2=CC(=CC=C2C1)N1C(OCC1)=O)=O)C(=O)OC(C)(C)C 1-oxo-7-(2-oxo-oxazolidin-3-yl)-1H-isoquinoline-2,3-dicarboxylic acid 2-tert-butyl ester 3-methyl ester